N-(3-(6-Fluoropyridin-3-yl)propyl)-2-methoxy-6-morpholino-1H-benzo[d]imidazole-1-carboxamide FC1=CC=C(C=N1)CCCNC(=O)N1C(=NC2=C1C=C(C=C2)N2CCOCC2)OC